oxybis(N,N-dimethylethan-1-amine) O(C(C)N(C)C)C(C)N(C)C